CN([C@H]1CCC2=NC(=CC=C21)NC2=NNC(=C2)[C@H]2C[C@@H](CC2)CCCNC([O-])=O)C (1S,3R)-3-(3-{[(5S)-5-(dimethylamino)-6,7-dihydro-5H-cyclopenta-[b]pyridin-2-yl]amino}-1H-pyrazol-5-yl)cyclopentylpropylcarbamate